IC1=C2C=CC=NC2=C(C=C1)NC(CC(C=C)C1=CC=CC=C1)=O N-(5-iodoquinolin-8-yl)-3-phenylpent-4-enamide